camphoric Anhydride C1(C2(C)C(C)(C)C(C(=O)O1)CC2)=O